(4-((7,9-difluoro-5H-pyrido[3,2-b]indol-5-yl)methyl)phenyl)methanesulfonamide FC=1C=C(C=2C3=C(N(C2C1)CC1=CC=C(C=C1)CS(=O)(=O)N)C=CC=N3)F